C(C)OC(COC(NC1=C(C=CC(=C1)C)C)=O)=O.O1CC(C1)CNC(=O)C=1N=NC=CC1 N-(oxetan-3-ylmethyl)pyridazine-3-carboxamide ethyl-{[(2,5-dimethylphenyl)carbamoyl]oxy}acetate